N-(3-((2,6-dioxopiperidin-3-yl)amino)phenyl)-7-(piperidin-1-yl)heptylamide O=C1NC(CCC1NC=1C=C(C=CC1)[N-]CCCCCCCN1CCCCC1)=O